CO\N=C\1/NC2=C(C=C(C=C2C(N1CC=1C=NN(C1)C)=O)S(=O)(=O)NC1(CC1)C)C=1C[C@H](NCC1)C (2E)-2-methoxyimino-N-(1-methylcyclopropyl)-3-[(1-methylpyrazol-4-yl)methyl]-4-oxo-8-[(2R)-2-methyl-1,2,3,6-tetrahydropyridin-4-yl]-1H-quinazoline-6-sulfonamide